2-[(methylsulfonyl)methyl]glutaric acid CS(=O)(=O)CC(C(=O)O)CCC(=O)O